C(C)OC(CC(C1=C(C2=C(NN=N2)C=C1)C)C1=CC(=CC=C1)CN1S(OC2=C(C1)C=C(C=C2)OCC2=CC=CC=C2)(=O)=O)=O.C[P+](O[C@@H](COC2=CC=CC=C2)CC)=O Methyl(oxo){[(2R)-1-phenoxy-2-butanyl]oxy}phosphonium ethyl-3-[3-[(6-benzyloxy-2,2-dioxo-4H-1,2λ6,3-benzoxathiazin-3-yl)methyl]phenyl]-3-(4-methyl-1H-benzotriazol-5-yl)propanoate